FC=1C=CC2=C(CCO2)C1CNC1=NC=C(C=2N1C=C(N2)C(=O)OCC)C2=C(C=C(C=C2)S(=O)(=O)C)C ethyl 5-(((5-fluoro-2,3-dihydrobenzofuran-4-yl)methyl)amino)-8-(2-methyl-4-(methylsulfonyl)phenyl)imidazo[1,2-c]pyrimidine-2-carboxylate